C(C)(=O)NC1=C(C(=O)NC=2N=NC(=CC2)OC)C=CC(=C1)NC 2-acetamido-N-(6-methoxypyridazin-3-yl)-4-(methylamino)benzamide